(2,3-xylylamino)-benzoic acid-(docosahexenoyl-5-pentanoylamino) ester C(C=CC=CC=CC=CC=CC=CCCCCCCCCC)(=O)N(C(CCCC)=O)OC(C1=C(C=CC=C1)NC1=C(C(=CC=C1)C)C)=O